4,4,5,5-tetramethyl-[1,3,2]dioxaborolane-2-yl-1H-imidazole CC1(OB(OC1(C)C)N1C=NC=C1)C